[Si](C)(C)(C(C)(C)C)OCC(C)C=1C(=CN=NC1C(=C)OCC)C#CC(=O)C1(CC1)F 3-(5-{1-[(tert-butyldimethylsilyl)oxy]propan-2-yl}-6-(1-ethoxyvinyl)pyridazin-4-yl)-1-(1-fluorocyclopropyl)prop-2-yn-1-one